Fmoc-(2S)-2-aminohex-5-enoic acid C(=O)(OCC1C2=CC=CC=C2C2=CC=CC=C12)[C@@](C(=O)O)(CCC=C)N